FC1(CCC(CC1)N1N=C(C=C1C)NC(C1=C(C=C(C=C1)[S@@](=O)(=N)C)N1CCC2(CC2)CC1)=O)F |r| racemic-N-(1-(4,4-difluorocyclohexyl)-5-methyl-1H-pyrazol-3-yl)-4-(S-methylsulfonimidoyl)-2-(6-azaspiro[2.5]octan-6-yl)benzamide